CC1=CC(=NC(=C1C(F)(F)F)C)OC1CCC2(CN(C2)C(=O)C2CC(C2)(C)O)CC1 (7-((4,6-dimethyl-5-(trifluoromethyl)pyridin-2-yl)oxy)-2-azaspiro[3.5]non-2-yl)((1s,3s)-3-hydroxy-3-methylcyclobutyl)methanone